FC1=CC2=C(N(C(=N2)C(F)(F)F)CCC2=CC=C(C=C2)OCCC2=CC=C(C=C2)OC)C=C1 5-Fluoro-1-(4-(4-methoxyphenethoxy)phenethyl)-2-trifluoromethyl-1H-benzo[d]imidazole